Cl.N1=CC(=CC=C1)C1=NC(=CC(=N1)NC1=NC=CC(=C1)OC(F)(F)F)N1CC2(C1)CNCC2 2-(pyridin-3-yl)-6-(2,6-diazaspiro[3.4]octan-2-yl)-N-(4-(trifluoromethoxy)pyridin-2-yl)pyrimidin-4-amine hydrochloride